N1=C(N=C(C=C1)N1C(C2=CC(=C(C=C2C1CC)OC)C)=O)C1=NC=CC=N1 2-([2,2'-bipyrimidin]-4-yl)-3-ethyl-5-methoxy-6-methylisoindolin-1-one